FC1=C(C=CC=C1)CCN1[C@@H](CCCC1)CO (2S,3R,4R,5S)-1-(2-fluorophenylethyl)-2-(hydroxymethyl)piperidine